ClC=1C=CC(=C(C1)C1=CC(N(C=C1CO)C(C(=O)OC(C)(C)C)CCOC)=O)CC(C(F)(F)F)O tert-Butyl 2-{4-[5-chloro-2-(3,3,3-trifluoro-2-hydroxypropyl)phenyl]-5-(hydroxymethyl)-2-oxopyridin-1(2H)-yl}-4-methoxybutanoate